NCC1=CC=C(C=C1)N1N=C2C(CN(CC2)C(=O)OCCCC)=C1C butyl 2-[4-(aminomethyl)phenyl]-3-methyl-4H,6H,7H-pyrazolo[4,3-c]pyridine-5-carboxylate